C(CCCCCCCCCCCCCCC)(=O)[C@@]1(N(C[C@@H](C1)O)C(CCCCCCCCCCCCCCC)=O)C(=O)O Dipalmitoyl-hydroxyproline